N-methyl-N-(2-oxo-4-(o-tolyl)-2H-pyrano[2,3-b]pyridin-7-yl)glycylglycine CN(CC(=O)NCC(=O)O)C1=CC=C2C(=N1)OC(C=C2C2=C(C=CC=C2)C)=O